3,3-difluoro-cyclobutylamine FC1(CC(C1)N)F